C(C1=CC=CC=C1)OC1=C(C=C(C=C1)C(C)=O)[N+](=O)[O-] 1-(4-(Benzyloxy)-3-nitrophenyl)ethan-1-one